(R)-1-(4-((5-(1-(2,2-difluoroethyl)-1H-benzo[d][1,2,3]triazol-6-yl)-4-methoxypyrrolo[2,1-f][1,2,4]triazin-2-yl)amino)-3,3-difluoropiperidin-1-yl)propan-1-one FC(CN1N=NC2=C1C=C(C=C2)C=2C=CN1N=C(N=C(C12)OC)N[C@H]1C(CN(CC1)C(CC)=O)(F)F)F